C(C)(C)N1CC=2NN=C(C2C1)C(=O)N1CCC(CC1)C1=C(C=CC=C1)C(F)(F)F (5-isopropyl-1,4,5,6-tetrahydropyrrolo[3,4-c]pyrazol-3-yl)(4-(2-(trifluoromethyl)phenyl)piperidin-1-yl)methanone